BrC=1C=CC(=NC1)[C@H]1C=CC[C@H]([C@@H]1C(=O)OC)C(=O)O |r| rac-(1R,5S,6R)-5-(5-bromopyridin-2-yl)-6-(methoxycarbonyl)cyclohex-3-ene-1-carboxylic acid